3-(3-bromo-2-(1-methyl-1H-pyrazol-4-yl)-1-tosyl-1H-pyrrolo[2,3-b]pyridin-4-yl)-3,8-diazabicyclo[3.2.1]octane-8-carboxylic acid tert-butyl ester C(C)(C)(C)OC(=O)N1C2CN(CC1CC2)C2=C1C(=NC=C2)N(C(=C1Br)C=1C=NN(C1)C)S(=O)(=O)C1=CC=C(C)C=C1